FC=1C=C(C=CC1F)[C@H]1[C@@H](C1)NC=1C2=C(N=C(N1)SCCC)N(N=N2)[C@@H]2C[C@@H](O[C@H]2CO)COCC(=O)O 2-(((2R,4R,5R)-4-(7-(((1R,2S)-2-(3,4-difluorophenyl)cyclopropyl)amino)-5-(propylthio)-3H-[1,2,3]triazolo[4,5-d]pyrimidin-3-yl)-5-(hydroxymethyl)tetrahydrofuran-2-yl)methoxy)acetic Acid